F[C@H]1C([C@]2(C)[C@@H](C1)[C@@H]1CC=C3CCCC[C@]3(C)[C@H]1CC2)=O 16α-fluoro-5-androsten-17-one